5,3'-dihydroxy-2-(p-hydroxybenzyl)-4'-methoxy-bibenzyl OC=1C=CC(=C(C1)CCC1=CC(=C(C=C1)OC)O)CC1=CC=C(C=C1)O